ClC=1C(=NC(=C(C1)C#N)N1C[C@H](C([C@H](C1)C)O)C)NC=1C=C2C=C(C(NC2=CC1)=O)OCC(=O)NC 2-[[6-[[3-chloro-5-cyano-6-[(3R,5S)-4-hydroxy-3,5-dimethyl-1-piperidyl]-2-pyridyl]amino]-2-oxo-1H-quinolin-3-yl]oxy]-N-methyl-acetamide